citraconic acid dihydroxypropyl ester OC(CCOC(\C(\C)=C/C(=O)O)=O)O